1,3,5,7-Tetrakis(Aminomethyl)Adamantane NCC12CC3(CC(CC(C1)(C3)CN)(C2)CN)CN